amino-glutamic acid diamide NN[C@@H](CCC(=O)N)C(=O)N